OC12C3=CN(N=C3CC(C1C(=NO2)C(=O)OCC)C)CC2=CC=C(C=C2)OC ethyl 8b-hydroxy-7-(4-methoxybenzyl)-4-methyl-3a,5,7,8b-tetrahydro-4H-isoxazolo[5,4-e]indazole-3-carboxylate